ClC1=CC(=C(C(=N1)F)OC1=CC(=CC=C1)C(F)(F)F)C(=O)NCCC1=C(C=C(C=C1)C)C 6-chloro-N-[2-(2,4-dimethylphenyl)ethyl]-2-fluoro-3-[3-(trifluoromethyl)phenoxy]pyridine-4-carboxamide